2-((3-bromo-2-fluorobenzyl)oxy)-4,6-dimethoxypyrimidine-5-carbaldehyde BrC=1C(=C(COC2=NC(=C(C(=N2)OC)C=O)OC)C=CC1)F